BrC1=C(N=C2N1C=CN=C2Cl)C2=CC=C(C#N)C=C2 4-(3-bromo-8-chloroimidazo[1,2-a]pyrazin-2-yl)benzonitrile